CC1=CC=C(C=C1)S(=O)(=O)OCCOCCOC1=CC(=CC=C1)CC(=O)NC=1SC(=C(N1)C=1C=C2CCN(C2=CC1)C(C1=C(C=CC=C1)C)=O)C 2-(2-(3-(2-((5-methyl-4-(1-(2-methylbenzoyl)indolin-5-yl)thiazol-2-yl)amino)-2-oxoethyl)phenoxy)ethoxy)ethyl 4-methylbenzenesulfonate